(S)-N-(5-(2-(2-aminopyridin-3-yl)-5-(1H-pyrazol-1-yl)-3H-imidazo[4,5-b]pyridin-3-yl)-2,3-dihydro-1H-inden-1-yl)-4-bromooxazole-2-carboxamide NC1=NC=CC=C1C1=NC=2C(=NC(=CC2)N2N=CC=C2)N1C=1C=C2CC[C@@H](C2=CC1)NC(=O)C=1OC=C(N1)Br